C(C)(C)(C)OC(=O)N1C[C@H]([C@@H](CC1)C1=C(C=C2C=NC(=NC2=C1)N)Cl)F |r| trans-racemic-4-(2-amino-6-chloroquinazolin-7-yl)-3-fluoropiperidine-1-carboxylic acid tert-butyl ester